2-(3,6-diazabicyclo[3.1.1]heptan-3-yl)-7-(thiazol-2-yl)benzo[d]oxazole-4-sulfonamide C12CN(CC(N1)C2)C=2OC=1C(N2)=C(C=CC1C=1SC=CN1)S(=O)(=O)N